isopropyl 2-((4-((2-hydroxyethyl)(methyl-d3)amino)-2-methoxy-5-nitrophenyl)amino)-4-(5'-methylspiro(cyclopropane-1,3'-pyrrolo[3,2-b]pyridin)-1'(2'H)-yl)pyrimidine-5-carboxylate OCCN(C1=CC(=C(C=C1[N+](=O)[O-])NC1=NC=C(C(=N1)N1CC2(C3=NC(=CC=C31)C)CC2)C(=O)OC(C)C)OC)C([2H])([2H])[2H]